ClC1=C(C=CC=C1)[C@@H](C)OC(=O)NC=1C(=NOC1C1=CC=C(C(=N1)C)NC(=O)[C@@H]1C([C@H]1C(=O)O)(F)F)C (1R,3R)-3-((6-(4-((((R)-1-(2-chlorophenyl)ethoxy)carbonyl)amino)-3-methylisoxazol-5-yl)-2-methylpyridin-3-yl)-carbamoyl)-2,2-difluoro-cyclopropane-1-carboxylic acid